C(C)(C)(C)C1=CC=C(C=C1)[C@]1(C[C@@H]2[C@H](N(OC2(C)C)C)[C@H](C1)C)C |r| rac-(3ar,5r,7s,7ar)-5-(4-(tert-butyl)phenyl)-1,3,3,5,7-pentamethyloctahydrobenzo[c]isoxazole